[1,2]Azaborino[1,2-a][1,2]azaborine C=1B2N(C=CC1)C=CC=C2